COC1([C@H](C=CC=C1)CC(=O)Cl)C(F)(F)F (S)-2-methoxy-2-trifluoromethylphenylacetyl chloride